1-[2-(5,6-Difluoroindol-1-yl)ethyl]pyrrolidin-3-ol FC=1C=C2C=CN(C2=CC1F)CCN1CC(CC1)O